(2-amino-1,1-biphenyl-2-yl)palladium(II) NC1(C(=CC=CC1)C1=CC=CC=C1)[Pd+]